2-Amino-6-((2-hydroxyphenyl)amino)-N-methyl-N-(1,2,3,4-tetrahydronaphthalen-2-yl)-pyrimidine-4-carboxamide NC1=NC(=CC(=N1)C(=O)N(C1CC2=CC=CC=C2CC1)C)NC1=C(C=CC=C1)O